N-((1S,3R)-3-((((1s,4S)-4-(2-(benzyloxy)phenyl)cyclohexyl)oxy)methyl)-3-cyanocyclopentyl)methanesulfonamide C(C1=CC=CC=C1)OC1=C(C=CC=C1)C1CCC(CC1)OC[C@]1(C[C@H](CC1)NS(=O)(=O)C)C#N